O=C1NCCC(C1)CNC(=O)C1COC2=C(O1)C=C(C=C2)OCC2=CC=CC=C2 7-Benzyloxy-2,3-dihydro-benzo[1,4]dioxine-2-carboxylic acid (2-oxo-piperidin-4-ylmethyl)-amide